N1C=CC=2C1=NC=C(C2)OC2=C(C(=O)OC)C=CC(=C2)N2C[C@H](N(CC2)CC2=C(CC(CC2)(C)C)C2=CC=C(C=C2)Cl)C (R)-Methyl 2-((1H-pyrrolo[2,3-b]pyridin-5-yl)oxy)-4-(4-((4'-chloro-5,5-dimethyl-3,4,5,6-tetrahydro-[1,1'-biphenyl]-2-yl)methyl)-3-methylpiperazin-1-yl)benzoate